(1S,2S,3S)-2-methyl-N-[7-methyl-6-[4-((S)-3-methyltetrahydrofuran-3-yl)piperazin-4-ium-1-yl]-3-isoquinolyl]-3-(1-methylpyrazol-4-yl)cyclopropanecarboxamide C[C@@H]1[C@@H]([C@H]1C=1C=NN(C1)C)C(=O)NC=1N=CC2=CC(=C(C=C2C1)N1CC[NH+](CC1)[C@@]1(COCC1)C)C